N1(N=NC=C1)C[C@@H]1C[C@H](CN1C#N)NC(=O)C=1OC(=NN1)C=1C(=NC=C(C1)C#N)N1CCC1 N-((3R,5S)-5-((1H-1,2,3-Triazol-1-yl)methyl)-1-cyanopyrrolidin-3-yl)-5-(2-(azetidin-1-yl)-5-cyanopyridin-3-yl)-1,3,4-oxadiazole-2-carboxamide